OC1=CC=C(C(=O)OC)C=C1.[Na] sodium methyl para-hydroxybenzoate